1-(3-butyl-5-methoxybutylphenyl)methylamine C(CCC)C=1C=C(C=C(C1)CCCCOC)CN